ClC1=NC=C(C(=C1)N1CCC(CC1)(C)CO)C#CC1CCCC1 (1-(2-Chloro-5-(cyclopentylethynyl)pyridin-4-yl)-4-methylpiperidin-4-yl)methanol